6-(4-fluoro-2-methyl-phenyl)-2-[(4-fluoro-2-pyridinyl)oxymethyl]imidazo[1,2-a]pyrimidine FC1=CC(=C(C=C1)C=1C=NC=2N(C1)C=C(N2)COC2=NC=CC(=C2)F)C